C1(=CC=C(C=C1)C1=C(C(=NC(=N1)C1=CNC2=NC=C(C=C21)F)NC2C(C1CCC2CC1)C(=O)O)F)C1=CC=CC=C1 (+/-)-trans-3-((6-([1,1'-biphenyl]-4-yl)-5-fluoro-2-(5-fluoro-1H-pyrrolo[2,3-b]pyridin-3-yl)pyrimidin-4-yl)amino)bicyclo[2.2.2]octane-2-carboxylic acid